N-((S)-1-(4,4-difluorocyclohexyl)-2-((2-fluoro-4-((S)-1-(methyl(2,2,2-trifluoroethyl)amino)-1-oxopropan-2-yl)phenyl)amino)-2-oxoethyl)-1-isopropyl-1H-pyrazole-5-carboxamide FC1(CCC(CC1)[C@@H](C(=O)NC1=C(C=C(C=C1)[C@@H](C(=O)N(CC(F)(F)F)C)C)F)NC(=O)C1=CC=NN1C(C)C)F